4-(4-(2,8-diazaspiro[4.5]decan-8-yl)pyrido[3,4-d]pyrimidin-2-yl)nicotinonitrile C1NCCC12CCN(CC2)C=2C1=C(N=C(N2)C2=CC=NC=C2C#N)C=NC=C1